N1(CCOCC1)CCCNC(=O)C=1C=C(C=CC1)C1=C(OC(=C1)[N+](=O)[O-])C(=O)N (3-((3-Morpholinylpropyl)carbamoyl)phenyl)-5-nitrofuran-2-carboxamide